1-methyl-3-phenyl-5-(3-trifluoromethyl-phenyl)-1H-pyridin-4-one CN1C=C(C(C(=C1)C1=CC(=CC=C1)C(F)(F)F)=O)C1=CC=CC=C1